C(CC)C1=CC(NC(N1)=S)=O 6-Propyl-2-thiouracil